5-[bis(thenyl)aminocarbonyloxyethyloxyethoxy]pyridine C1(=CC=CS1)CN(C(=O)OCCOCCOC=1C=CC=NC1)CC1=CC=CS1